CC=1SC(=CC1C1=NC=CC2=C1NC1=CC(=CC=C21)C)CCC 1-(2-methyl-5-propylthiophen-3-yl)-7-methyl-9H-pyrido[3,4-b]indole